4-(4-((1R,2S)-6-(benzyloxy)-2-phenyl-1,2,3,4-tetrahydronaphthalen-1-yl)phenoxy)butanal C(C1=CC=CC=C1)OC=1C=C2CC[C@@H]([C@@H](C2=CC1)C1=CC=C(OCCCC=O)C=C1)C1=CC=CC=C1